C(#N)C1(COC1)N1CCC(CC1)N(C(=O)NC=1C=NC(=CC1OC(F)F)C)C1=C(C=CC=C1)C(C)C 1-(1-(3-cyanooxetan-3-yl)piperidin-4-yl)-3-(4-(difluoromethoxy)-6-methylpyridin-3-yl)-1-(2-isopropylphenyl)urea